ClC1=CC=C(C=C1)C\C(\C(=O)NCC=1C=C2CN(C(C2=CC1)=O)C1C(NC(CC1)=O)=O)=N/OC (E)-3-(4-chlorophenyl)-N-((2-(2,6-dioxopiperidin-3-yl)-1-oxoisoindolin-5-yl)methyl)-2-(methoxyimino)propionamide